2,6-dibromo-3,5-diphenyl-4-methylisopropoxybenzene BrC1=C(C(=C(C(=C1C1=CC=CC=C1)C)C1=CC=CC=C1)Br)OC(C)C